NC1=NC=C(C2=C1C=NN2C)NC(C(=O)N2C(CCC(C2)C)C=2C=CC1=C(N=CS1)C2)=O N-(4-amino-1-methyl-1H-pyrazolo[4,3-c]pyridin-7-yl)-2-(2-(benzo[d]thiazol-5-yl)-5-methylpiperidin-1-yl)-2-oxoacetamide